[3-[5-[2-(trifluoromethyl)pyridin-3-yl]thio-1H-imidazo[4,5-b]pyrazin-2-yl]-3-azabicyclo[4.1.0]heptan-7-yl]methanamine FC(C1=NC=CC=C1SC=1N=C2C(=NC1)NC(=N2)N2CC1C(C1CC2)CN)(F)F